(6-(5-fluorobenzo[d]thiazol-7-yl)-8-(hydroxymethyl)-2,6-diazaspiro[3.4]octan-2-yl)(1-(trifluoromethyl)cyclopropyl)methanone FC=1C=C(C2=C(N=CS2)C1)N1CC2(CN(C2)C(=O)C2(CC2)C(F)(F)F)C(C1)CO